(2S)-N-[(1S)-1-cyano-2-[4-(3-methyl-2-oxo-2,3-dihydro-1,3-benzoxazol-5-yl)phenyl]ethyl]-6-methoxy-1,4-oxazepane-2-carboxamide C(#N)[C@H](CC1=CC=C(C=C1)C=1C=CC2=C(N(C(O2)=O)C)C1)NC(=O)[C@H]1OCC(CNC1)OC